8-(1-(2,2-difluoroethyl)-5-methyl-4-oxo-4,5-dihydro-1H-pyrazolo[3,4-d]pyrimidin-6-yl)-2-(4-(trifluoromethyl)pyridin-2-yl)-2,8-diazaspiro[4.5]decan-3-one FC(CN1N=CC2=C1N=C(N(C2=O)C)N2CCC1(CC(N(C1)C1=NC=CC(=C1)C(F)(F)F)=O)CC2)F